FC1(CCC(CC1)[C@H](NC(=O)C1=CC=NN1CCC(F)(F)F)C1=NC2=C(N1)C=C(C=C2)[C@@H](C)NC(C[C@H](C(F)(F)F)C)=O)F |o1:36| N-((S)-(4,4-Difluorocyclohexyl)(6-((R)-1-((R*)-4,4,4-trifluoro-3-methylbutanamido)ethyl)-1H-benzo[d]imidazol-2-yl)methyl)-1-(3,3,3-trifluoropropyl)-1H-pyrazole-5-carboxamide